N1=CN(C=2C=NC=CC21)CC2=CC=C(C=C2)B(O)O 4-(imidazo[4,5-c]pyridin-3-ylmethyl)phenylboronic acid